2-(4-methylpiperazin-1-yl)oxazolo[4,5-b]pyridine-6-carboxamide CN1CCN(CC1)C=1OC=2C(=NC=C(C2)C(=O)N)N1